(E)-1-(((1H-tetrazol-5-yl)imino)methyl)naphthalen-2-ol N1N=NN=C1\N=C\C1=C(C=CC2=CC=CC=C12)O